trans-[4-(3,5-Dimethyl-[1,2,4]triazolo[4,3-a]pyridin-6-ylmethyl)-cyclohexyl]-[(S)-3-(2-methyl-thiazol-4-yl)-isoxazolidin-2-yl]-methanone CC1=NN=C2N1C(=C(C=C2)C[C@@H]2CC[C@H](CC2)C(=O)N2OCC[C@H]2C=2N=C(SC2)C)C